[Fe].[Ni].[Cu].C(C1=CC=CC=C1)[C@@H]1N(C(OC1)=O)C([C@@H]([C@@H](C1=CC(=C(C(=C1)OC)C)OC)O[Si](C)(C)C(C)(C)C)OCCC1=CC=CC=C1)=O (S)-4-benzyl-3-((2R,3R)-3-((tert-butyldimethylsilyl)oxy)-3-(3,5-dimethoxy-4-methylphenyl)-2-phenethoxypropanoyl)oxazolidin-2-one copper-nickel-iron